(2R,5S)-5-[2-(4-chloro-3-fluorophenoxy)acetamido]-N-(3-chlorophenyl)piperidine-2-carboxamide ClC1=C(C=C(OCC(=O)N[C@H]2CC[C@@H](NC2)C(=O)NC2=CC(=CC=C2)Cl)C=C1)F